C(C1=CC=CC=C1)N([C@@H]1[C@H](CCCC1)CC=1C(=C2CN(C(C2=CC1)=O)C1C(NC(CC1)=O)=O)F)CC1=CC=CC=C1 3-(5-(((1R,2S)-2-(dibenzylamino)cyclohexyl)methyl)-4-fluoro-1-oxoisoindolin-2-yl)piperidine-2,6-dione